CC1C(C(C(N(C1(C)C)CCO)(C)C)C)O dimethyl-1-(2-hydroxyethyl)-4-hydroxy-2,2,6,6-tetraMethylpiperidine